4-(6-(2-chloro-5-methoxyphenyl)-2,4-dioxo-1,4-dihydrothieno[3,2-d]pyrimidin-3(2H)-yl)-3-methylthieno[2,3-c]pyridine-2-carboxamide ClC1=C(C=C(C=C1)OC)C1=CC=2NC(N(C(C2S1)=O)C1=C2C(=CN=C1)SC(=C2C)C(=O)N)=O